ClC(C=CF)(F)F 3-chloro-1,3,3-trifluoro-1-propene